OC(C)(C)C=1N=C(N(C1C(=O)O)CC1=CC=C(C=C1)C1=C(C=CC=C1)C1=NN=NN1)CCC 4-(1-hydroxy-1-methylethyl)-2-propyl-1-[[2'-(1H-tetrazol-5-yl)biphenyl-4-yl]methyl]-1H-imidazole-5-carboxylic acid